tert-butyl 4-((4-methoxybenzyl) oxy)-2-(3-oxocyclopent-1-en-1-yl)-5,6-dihydro-7H-pyrrolo[2,3-d]pyrimidine-7-carboxylate COC1=CC=C(COC=2C3=C(N=C(N2)C2=CC(CC2)=O)N(CC3)C(=O)OC(C)(C)C)C=C1